(2R,3R,3aR,11aS)-3-{(1E,3ξ)-3-[1-(2,5-difluorophenyl)cyclopropyl]-3-hydroxy-1-propen-1-yl}-2-hydroxy-1,2,3,3a,4,5,6,11a-octahydrobenzo[b]cyclopenta[g]oxocine-9-carboxylic acid FC1=C(C=C(C=C1)F)C1(CC1)C(/C=C/[C@H]1[C@@H](C[C@H]2[C@@H]1CCCC1=C(O2)C=C(C=C1)C(=O)O)O)O